Deoxyxylulose CC(=O)[C@H]([C@@H](CO)O)O